trixylyl phosphorothioate P(OC1=C(C(=CC=C1)C)C)(OC1=C(C(=CC=C1)C)C)(OC1=C(C(=CC=C1)C)C)=S